Ethyl-4-([1,1'-biphenyl]-4-yl)-2-(2-ethoxy-1-hydroxy-2-oxoethyl)-5-oxo-2,5-dihydrofuran-2-carboxylate C(C)OC(=O)C1(OC(C(=C1)C1=CC=C(C=C1)C1=CC=CC=C1)=O)C(C(=O)OCC)O